FC=1C=C2C(=NNC2=CC1F)C1=NC2=CC=C(C(=C2C=C1)C=1OC=NN1)F 2-(5,6-difluoro-1H-indazol-3-yl)-6-fluoro-5-(1,3,4-oxadiazol-2-yl)-quinoline